O=C1N(C(CC1)=O)OC(C(CC)S(=O)(=O)O)=O 1-(2,5-dioxopyrrolidin-1-yl)oxy-1-oxobutane-2-sulfonic acid